C(=O)(O)[C@H](CC(=O)N1CC2=CC(=C(C=C2C1)OCCCOC1=CC2=C(SC(=C2)C(C[C@@H](C(=O)O)C)=O)C=C1OC)CC)C (S)-4-(5-(3-((2-((S)-3-carboxybutanoyl)-6-ethyl-isoindolin-5-yl)oxy)propoxy)-6-methoxybenzo[b]thiophen-2-yl)-2-methyl-4-oxobutanoic acid